SC=1SC2=C(N1)C=CC=C2 2-Mercaptobenzthiazol